C(=O)(C(=C)C)C=CC=C methacryl-butadiene